C1(CC1)CNS(=O)(=O)C=1C=NC(=NC1)N1CCC(CC1)N1C2=C(N(C(C1=O)=O)C)C=C(C=N2)C=2CCOCC2 N-(Cyclopropylmethyl)-2-(4-(7-(3,6-dihydro-2H-pyran-4-yl)-1-methyl-2,3-dioxo-2,3-dihydropyrido[2,3-b]pyrazin-4(1H)-yl)piperidin-1-yl)pyrimidine-5-sulfonamide